(E)-3-(azetidin-3-yl)acrylic acid N1CC(C1)/C=C/C(=O)O